1,5-diphenylpentan-1,4-dien-3-one palladium [Pd].C1(=CC=CC=C1)C=CC(C=CC1=CC=CC=C1)=O